N-(2,3,5-tri-O-acetyl-β-D-ribofuranosyl)pyridinium Triflate [O-]S(=O)(=O)C(F)(F)F.C(C)(=O)O[C@H]1[C@@H](O[C@@H]([C@H]1OC(C)=O)COC(C)=O)[N+]1=CC=CC=C1